Cl.FC([C@H]1C[C@H](NC1)CO)(F)F ((2S,4S)-4-(trifluoromethyl)pyrrolidin-2-yl)methanol hydrochloride